phenylazobenzoyl-diboronic acid C1(=CC=CC=C1)N=NB(OB(O)C(C1=CC=CC=C1)=O)O